Ethyl 3-((4-cyano-3-fluorophenoxy)methyl)-1-((2,4-dichlorophenyl)sulfonyl)azetidine-3-carboxylate C(#N)C1=C(C=C(OCC2(CN(C2)S(=O)(=O)C2=C(C=C(C=C2)Cl)Cl)C(=O)OCC)C=C1)F